(S)-4-Methoxy-2-(methylamino)-5-((tetrahydrofuran-3-yl)oxy)benzamide COC1=CC(=C(C(=O)N)C=C1O[C@@H]1COCC1)NC